C=C1CC/C=C(\C)CC[C@@H]2[C@@H]1CC2(C)C trans-Caryophyllene